ethyl-2-(2-ethoxy-2-oxoethyl)bicyclo[3.1.0]hexane C(C)C12C(CCC2C1)CC(=O)OCC